1-Ethanol C(C)O